Methyl-Pyrazolate COC(=O)C1=NNC=C1